BrC1=C(C=2N(C(=C1)C)N=CN2)N 7-bromo-5-methyl-[1,2,4]triazolo[1,5-a]pyridin-8-amine